CC=1N=C2N(N=C(C=C2C)NC(=O)C=2C=CC=C3C(=CN=NC23)N2CCN(CC2)C(=O)OC(C)(C)C)C1 tert-butyl 4-[8-([2,8-dimethylimidazo[1,2-b]pyridazin-6-yl]carbamoyl)cinnolin-4-yl]piperazine-1-carboxylate